(3R)-1-[7-[8-ethyl-7-fluoro-3-(methoxymethoxy)-1-naphthyl]-8-fluoro-2-[(2R)-3-hydroxy-2-methyl-propoxy]pyrido[4,3-d]pyrimidin-4-yl]-3-methyl-piperidin-3-ol C(C)C=1C(=CC=C2C=C(C=C(C12)C1=C(C=2N=C(N=C(C2C=N1)N1C[C@@](CCC1)(O)C)OC[C@@H](CO)C)F)OCOC)F